3-butyl-3-ethyl-7-methoxy-2-(4-methoxybenzyl)-1,1-dioxido-5-phenyl-2,3,4,5-tetrahydro-1,2,5-benzothiadiazepin-8-yl trifluoromethanesulfonate FC(S(=O)(=O)OC1=CC2=C(N(CC(N(S2(=O)=O)CC2=CC=C(C=C2)OC)(CC)CCCC)C2=CC=CC=C2)C=C1OC)(F)F